C(C)(=O)OCC(=O)N[C@@H]1[C@H](C[C@](O[C@H]1[C@@H]([C@@H](CNC(CC1=CC=C(C=C1)Cl)=O)O)O)(C(=O)OC)SC1=CC=C(C=C1)C)O methyl (2R,4S,5R,6R)-5-(2-acetoxyacetamido)-6-((1R,2R)-3-(2-(4-chlorophenyl)acetamido)-1,2-dihydroxypropyl)-4-hydroxy-2-(p-tolylthio)tetrahydro-2H-pyran-2-carboxylate